FC=1C=C2C=NN(C2=CC1C1=C2C=CN(C2=CC=C1)CC(=O)NCC(=O)NCC(=O)O)C (2-(4-(5-fluoro-1-methyl-1H-indazol-6-yl)-1H-indol-1-yl)acetyl)glycylglycine